C(CCCCCCCCCC=CCCCCCCCC)(=O)OCCCCCCCCCCCCCCCCCCCCCCCCCCCCCCCCCCCCCCC(=O)O 39-(eicos-11-enoyloxy)-nonatriacontanoic acid